(12AR)-9-bromo-8-iodo-10-methyl-6-oxo-3,4,12,12a-tetrahydro-6H-pyrazino[2,1-c][1,4]benzoxazepine-2(1H)-carboxylic acid tert-butyl ester C(C)(C)(C)OC(=O)N1C[C@@H]2COC3=C(C(N2CC1)=O)C=C(C(=C3C)Br)I